CC(CC)NC=1C=C(C=CC1O)C(C)(C)C1=CC(=C(C=C1)O)NC(CC)C 2,2-bis[3-(1-methylpropylamino)-4-hydroxyphenyl]propane